COC=1NC(N=C2C1N(C=1C=CC(=CC21)CN(C)C)CC(F)(F)F)C=2C=NN(C2)C 1-[4-methoxy-2-(1-methylpyrazol-4-yl)-5-(2,2,2-trifluoroethyl)-2,3-dihydropyrimido[5,4-b]indol-8-yl]-N,N-dimethyl-methanamine